ClC1=CC=CC=C1N[N+]#N 6-chloroanilinediazonium